N1NC=C2C1=NC=NC2 dihydro-4H-pyrazolo[3,4-d]pyrimidin